diammonium phosphate salt P(=O)([O-])([O-])O.[NH4+].[NH4+]